8-(2,6-dichloro-4-pyridinyl)-N-(2,3-dihydro-1,4-benzoxazin-4-yl)-4-morpholino-quinoline-3-carboxamide ClC1=NC(=CC(=C1)C=1C=CC=C2C(=C(C=NC12)C(=O)NN1CCOC2=C1C=CC=C2)N2CCOCC2)Cl